C(C)C(CC=1SC(=CC1)CC(CCCC)CC)CCCC 2,5-bis(2-ethylhexyl)thiophene